Cyclopropane C1CC1